(R)-4-(6-(4-(4-methylpyrazolo[1,5-a]pyridin-2-yl)-1,4,6,7-tetrahydro-5H-imidazo[4,5-c]pyridin-5-yl)pyrimidin-4-yl)morpholine CC=1C=2N(C=CC1)N=C(C2)[C@@H]2N(CCC1=C2N=CN1)C1=CC(=NC=N1)N1CCOCC1